3-(naphthalen-2-yl)octa-3,5,7-trien-2-one C1=C(C=CC2=CC=CC=C12)C(C(C)=O)=CC=CC=C